C(#N)C1=CC=C(C=C1)OC(=O)N1CC2=CC(=CC=C2CC1)C(=O)N1CC2=CC=CC=C2C[C@H]1CN1CCOCC1 7-[(3S)-3-(morpholin-4-ylmethyl)-1,2,3,4-tetrahydroisoquinoline-2-carbonyl]-1,2,3,4-tetrahydroisoquinoline-2-carboxylic acid 4-cyanophenyl ester